FC=1C(=C(C=O)C=C(C1)C(=O)N1CCC(CC1)(C=1C=NC(=CC1)N1CCCC1)O)O 3-fluoro-2-hydroxy-5-(4-hydroxy-4-(6-(pyrrolidin-1-yl)pyridin-3-yl)piperidine-1-carbonyl)benzaldehyde